N[C@H]1C2N(CC1CC2)C(=O)C2=CC1=C(C(=C(O1)C=1N(C3=CC(=CC=C3C1)C1=CC=3N(C=C1)C(=NN3)C)CC3CC3)C)C=C2 ((7R)-7-amino-2-azabicyclo[2.2.1]hept-2-yl)(2-(1-(cyclopropylmethyl)-6-(3-methyl-[1,2,4]triazolo[4,3-a]pyridin-7-yl)-1H-indol-2-yl)-3-methylbenzofuran-6-yl)methanone